4-[5-methyl-1-[4-(trifluoromethoxy)phenyl]pyrazol-3-yl]piperidine CC1=CC(=NN1C1=CC=C(C=C1)OC(F)(F)F)C1CCNCC1